C(CCC)(=O)NC=1C(=C(C=CC1)CC(=O)[O-])C(NC=1SC(=CN1)[N+](=O)[O-])=O 3-butyramido-2-((5-nitrothiazol-2-yl)carbamoyl)phenylacetate